2-(4,4-dimethylisochroman-5-yl)-2-(3-((5-(1,2,3,4-tetrahydro-1,8-naphthyridin-2-yl)pentyl)oxy)azetidin-1-yl)acetic acid CC1(COCC2=CC=CC(=C12)C(C(=O)O)N1CC(C1)OCCCCCC1NC2=NC=CC=C2CC1)C